C1=CC=C(C=C1)CNC(=O)C2=CN=CC=C2 N-benzylnicotinamide